(R)-3-(6-(((3S,4R)-4-(4-amino-5-chloro-2-methoxybenzamido)-3-methoxypiperidin-1-yl)hexanamido)piperidin-1-yl)octanoic acid NC1=CC(=C(C(=O)N[C@H]2[C@H](CN(CC2)CCCCCC(=O)NC2CCCCN2[C@@H](CC(=O)O)CCCCC)OC)C=C1Cl)OC